FC(C1=NC=2N(C=C1)N=CC2C2=CC(=NC=N2)N2CC(CCC2)CNS(=O)(=O)C)F N-[[1-[6-[5-(Difluoromethyl)pyrazolo[1,5-a]pyrimidin-3-yl]pyrimidin-4-yl]-3-piperidyl]methyl]methanesulfonamide